P(=O)(OCCCCCCCCCCCC)([O-])[O-].[Na+].[Na+] sodium monolauryl phosphate